6-(1-(8-cyclobutyl-8-azabicyclo[3.2.1]oct-3-yl)piperidin-4-yl)-2-(3-fluoro-4-(methylsulfonyl)phenyl)-4-methyl-1H-benzo[d]imidazole C1(CCC1)N1C2CC(CC1CC2)N2CCC(CC2)C=2C=C(C1=C(NC(=N1)C1=CC(=C(C=C1)S(=O)(=O)C)F)C2)C